(R)-N-(9-(3-(bis(4-methoxyphenyl)(phenyl)methoxy)-2-(((tert-butyldiphenylsilyl)oxy)methyl)propyl)-6-oxo-6,9-dihydro-1H-purin-2-yl)isobutyramide COC1=CC=C(C=C1)C(OC[C@@H](CN1C=2N=C(NC(C2N=C1)=O)NC(C(C)C)=O)CO[Si](C1=CC=CC=C1)(C1=CC=CC=C1)C(C)(C)C)(C1=CC=CC=C1)C1=CC=C(C=C1)OC